4-(2-amino-2-methylpropionyl)-N-(1-(3-(4-aminoazepan-1-yl)chroman-7-yl)-2-oxo-1,2-dihydropyrimidin-4-yl)piperazine-1-carboxamide hydrochloride Cl.NC(C(=O)N1CCN(CC1)C(=O)NC1=NC(N(C=C1)C1=CC=C2CC(COC2=C1)N1CCC(CCC1)N)=O)(C)C